ClC1=C(OCC=2NC(C3=C(N2)N(N=C3)C3CCCC3)=O)C=CC=C1 6-[(2-Chlorophenoxy)methyl]-1-cyclopentyl-1H-pyrazolo[3,4-d]pyrimidin-4(5H)-one